4-acetamido-5-fluoro-1-(tetrahydro-2H-pyran-2-yl)-1H-pyrazole-3-carboxylic acid methyl ester COC(=O)C1=NN(C(=C1NC(C)=O)F)C1OCCCC1